ethyl 2-(3,5-dichloro-2-fluoro-4-(3-(1-(4-fluorophenyl)butyl)-4-hydroxybenzyl)phenoxy)acetate ClC=1C(=C(OCC(=O)OCC)C=C(C1CC1=CC(=C(C=C1)O)C(CCC)C1=CC=C(C=C1)F)Cl)F